COCC=1C(=CC=2[C@@H]3N(N4C(C2C1)=CC(C(=C4)C(=O)O)=O)C(CC3)(C)C)OC(C(C([2H])([2H])OC)([2H])[2H])([2H])[2H] (R)-11-(methoxymethyl)-12-(3-methoxypropoxy-1,1,2,2,3,3-d6)-3,3-dimethyl-8-oxo-2,3,8,13b-tetrahydro-1H-pyrido[2,1-a]pyrrolo[1,2-c]phthalazine-7-carboxylic acid